(S)-2-amino-3-(naphthalen-1-yl)propanoic acid N[C@H](C(=O)O)CC1=CC=CC2=CC=CC=C12